ClC=1C2=CN(N=C2C(=C(C1)C1=CC=C(C=C1)N1CCC(CC1)CO)Cl)C(C(=O)NC=1SC=CN1)C1=C2N(C=N1)C[C@@H](C2)F (4,7-dichloro-6-(4-(4-(hydroxymethyl)piperidin-1-yl)phenyl)-2H-indazol-2-yl)-2-((R)-6-fluoro-6,7-dihydro-5H-pyrrolo[1,2-c]imidazol-1-yl)-N-(thiazol-2-yl)acetamide